3-oxo-7-vinyldecahydro-4,9a-propanocyclopenta[8]annulen-2-yl 2,2-dichloroacetate ClC(C(=O)OC1C(C2C3(CCC(CCC2CCC3)C=C)C1)=O)Cl